C(C)(C)(C)OC(=O)N1C(CCC1)CCCCCC(C)=O (6-oxoheptyl)pyrrolidine-1-carboxylic acid (R)-tert-butyl ester